BrCCCCN1N=NC2=C1C=CC(=C2C)C(CC(=O)OCC)C2=CC(=C(C(=C2)OC)C)CN2S(OC1=C(C2)C=C(C=C1)O)(=O)=O ethyl 3-[1-(4-bromobutyl)-4-methyl-1H-benzotriazol-5-yl]-3-{3-[(6-hydroxy-2,2-dioxo-2H-1,2λ6,3-benzoxathiazin-3(4H)-yl)methyl]-5-methoxy-4-methylphenyl}propanoate